C(CCCCCCCCCCCCCCCCCCCCCCCCCCCC)(=O)OCCCCCCCCCCCCCCCC hexadecan-1-yl nonacosanoate